NC1=CC=C(OC2=CC(=C(C=C2)C2=C(C=CC=C2)N)Br)C=C1 4-(4-aminophenoxy)-2-bromophenylbenzenamine